tri(2-ethyl-phenyl) phosphate P(=O)(OC1=C(C=CC=C1)CC)(OC1=C(C=CC=C1)CC)OC1=C(C=CC=C1)CC